Cl.CC1(OC2=C(CNC1)N=CC=C2)C 2,2-dimethyl-2,3,4,5-tetrahydropyrido[2,3-f][1,4]oxazepine, hydrochloride